CC=1SC(=CN1)S(=O)O 2-methylthiazole-5-sulfinic acid